COC=1C=C(C=CC1)C=1C(=C2N(N1)CCC2)C=2C=CC1=C(N(C=N1)C)C2 6-(2-(3-Methoxyphenyl)-5,6-dihydro-4H-pyrrolo[1,2-b]pyrazol-3-yl)-1-methyl-1H-benzo[d]imidazole